(R)-5-((((3'-chloro-2'-(2-chloro-3-((2-fluoro-3-((((R)-2-hydroxypropyl)amino)methyl)phenyl)amino)phenyl)-6-methoxy-[2,4'-bipyridin]-5-yl)methyl)amino)methyl)pyrrolidin-2-one ClC=1C(=NC=CC1C1=NC(=C(C=C1)CNC[C@H]1CCC(N1)=O)OC)C1=C(C(=CC=C1)NC1=C(C(=CC=C1)CNC[C@@H](C)O)F)Cl